2-(6-{5-Chloro-2-[(cyanomethyl)amino]pyrimidin-4-yl}-1-oxo-2,3-dihydro-1H-isoindol-2-yl)-N-[(1R)-1-(3-methoxyphenyl)ethyl]acetamid ClC=1C(=NC(=NC1)NCC#N)C1=CC=C2CN(C(C2=C1)=O)CC(=O)N[C@H](C)C1=CC(=CC=C1)OC